Methyl 8-(bicyclo[3.1.0]hexan-1-yl)-9-(((trifluoromethyl)sulfonyl)oxy)-6,7-dihydro-5H-benzo[7]annulene-3-carboxylate C12(CCCC2C1)C=1CCCC2=C(C1OS(=O)(=O)C(F)(F)F)C=CC(=C2)C(=O)OC